C(C)OC(=O)C1=NOC=2C=3N(CC(C21)C)N=C(C3)OCC3=CC=CC=C3 8-(benzyloxy)-4-methyl-4,5-dihydro-isoxazolo[5,4-c]pyrazolo[1,5-a]pyridine-3-carboxylic acid ethyl ester